N-(tert-butoxycarbonyl)-N-(4-chlorophenyl)glycine C(C)(C)(C)OC(=O)N(CC(=O)O)C1=CC=C(C=C1)Cl